5-(1,3-dithian-2-yl)-1-methylindazol-3-amine S1C(SCCC1)C=1C=C2C(=NN(C2=CC1)C)N